tert-butyl N-[1-(1,1-difluoroethyl)cyclopropyl]carbamate FC(C)(F)C1(CC1)NC(OC(C)(C)C)=O